1-({[(1r,4r)-4-[(2-cyclopropylethyl)[2-(2,6-dioxopiperidin-3-yl)-1-oxo-3H-isoindol-4-yl]amino]cyclohexyl]amino}methyl)cyclopropane-1-carbonitrile C1(CC1)CCN(C1CCC(CC1)NCC1(CC1)C#N)C1=C2CN(C(C2=CC=C1)=O)C1C(NC(CC1)=O)=O